OC1=C(C(=CC(=C1)C)C)C1=CN=CN=N1 6-(2-hydroxy-4,6-dimethylphenyl)-1,2,4-triazine